4-[4-[4-[5-[4-[2-(2,6-dioxo-3-piperidinyl)-7-methoxy-1-oxo-isoindolin-5-yl]piperazin-1-yl]pentoxy]phenyl]-1-piperidinyl]-2-(trifluoromethyl)benzonitrile O=C1NC(CCC1N1C(C2=C(C=C(C=C2C1)N1CCN(CC1)CCCCCOC1=CC=C(C=C1)C1CCN(CC1)C1=CC(=C(C#N)C=C1)C(F)(F)F)OC)=O)=O